ICC\C=C/CCCCCCCCCC(OCCCC)OCCCC (3Z)-1-iodo-14,14-dibutoxy-3-tetradecene